C[C@H]1[C@H](N(C[C@@H](O1)C)C(=O)OC(C)(C)C)CNC1=NC(=CN=C1)C(F)(F)F tert-Butyl (2S,3R,6S)-2,6-dimethyl-3-(((6-(trifluoromethyl)pyrazin-2-yl)amino)methyl)morpholine-4-carboxylate